ClC1=C(C(=CC(=C1)F)Cl)NC=1N(C2=NC(=NC=C2N1)N[C@H]1CC(CC1)(F)F)C1CCC(CC1)C(=O)N (1R,4s)-4-(8-(2,6-dichloro-4-fluorophenylamino)-2-((S)-3,3-difluorocyclopentylamino)-9H-purin-9-yl)cyclohexanecarboxamide